C(C)[C@]1(C(OCC=2C(N3CC=4C(=NC=5C=C(C(=CC5C4CN4C[C@@H](OCC4)CO)C)F)C3=CC21)=O)=O)O (S)-4-ethyl-8-fluoro-4-hydroxy-11-(((R)-2-(hydroxymethyl)-morpholino)methyl)-9-methyl-1,12-dihydro-14H-pyrano-[3',4':6,7]indolizino[1,2-b]quinoline-3,14(4H)-dione